2-(3,4-dimethoxyphenyl)-5-(1,2,3,6-tetrahydropyridin-4-yl)-6-(trifluoromethyl)-1H-benzo[d]imidazole dihydrochloride Cl.Cl.COC=1C=C(C=CC1OC)C1=NC2=C(N1)C=C(C(=C2)C=2CCNCC2)C(F)(F)F